[Na+].C(CC(=O)[O-])(=O)OCC ethyl malonate, sodium salt